[2-(1-cyclopentyl-4-oxo-4,5-dihydro-1H-pyrazolo[3,4-d]pyrimidin-6-ylmethyl)-phenoxy]-acetic acid C1(CCCC1)N1N=CC2=C1N=C(NC2=O)CC2=C(OCC(=O)O)C=CC=C2